OC1CCN(CC1)C(CCCCCCCC1=CC=CC=C1)=O 1-(4-hydroxypiperidin-1-yl)-8-phenyloctan-1-one